ClC1=C(C(=O)NC2=CC=C(C=C2)C2=NN(C(=C2)NC(=O)C2CCCCC2)C)C=CC=C1 2-Chloro-N-(4-(5-(Cyclohexanecarboxamido)-1-methyl-1H-pyrazol-3-yl)phenyl)benzamide